ClC1=CC=C(C=C1)C1CC(N(O1)C)(C)C=1C=NC=CC1 3-[5-(4-chlorophenyl)-2,3-dimethyl-1,2-Oxazolidin-3-yl]Pyridine